2-(2,6-dioxopiperidin-3-yl)-5-((4-(4-(piperazin-1-yl)thieno[3,2-d]pyrimidin-2-yl)piperazin-1-yl)methyl)isoindoline-1,3-dione O=C1NC(CCC1N1C(C2=CC=C(C=C2C1=O)CN1CCN(CC1)C=1N=C(C2=C(N1)C=CS2)N2CCNCC2)=O)=O